6-((1-hydroxy-2-methylpropan-2-yl)amino)-N-(4-methyl-3-(thiazol-2-yl)phenyl)-2-(6-azaspiro[2.5]oct-6-yl)nicotinamide OCC(C)(C)NC1=NC(=C(C(=O)NC2=CC(=C(C=C2)C)C=2SC=CN2)C=C1)N1CCC2(CC2)CC1